C(C)OC=1C=C2C(=C(C(N(C2=CC1)C)=O)C#N)N1CCC(CC1)C=1OC2=C(N1)C=C(C=C2)C 6-ethoxy-1-methyl-4-[4-(5-methyl-1,3-benzoxazol-2-yl)piperidin-1-yl]-2-oxo-1,2-dihydroquinoline-3-carbonitrile